OC(CC(=O)O)CCCCCCCO 3,10-dihydroxy-decanoic acid